6-chloro-N-(2-fluorophenyl)-1H-indole-3-sulfonamide ClC1=CC=C2C(=CNC2=C1)S(=O)(=O)NC1=C(C=CC=C1)F